C(#N)C1=C(N=C2N(C1=O)C=C(C=C2[C@@H](C)NC2=C(C(=O)O)C=C(C=C2)F)C)N2CCCCC2 (R)-2-((1-(3-cyano-7-methyl-4-oxo-2-(piperidin-1-yl)-4H-pyrido[1,2-a]pyrimidin-9-yl)ethyl)amino)-5-fluorobenzoic acid